CC1=NNC2=CC(=CC=C12)C=1C2=C(NN1)C1=C(C2)SC(=C1)C1=CC=C(CN2CCOCC2)C=C1 4-(4-(3-(3-Methyl-1H-indazol-6-yl)-1,4-dihydrothieno[2',3':4,5]cyclopenta[1,2-c]pyrazol-6-yl)benzyl)morpholine